Tert-Butyl (5-fluoro-1-methyl-2-oxo-1,2-dihydropyridin-4-yl)carbamate FC=1C(=CC(N(C1)C)=O)NC(OC(C)(C)C)=O